Bis(3-methylphenyl)phosphoric acid CC=1C=C(C=CC1)OP(OC1=CC(=CC=C1)C)(O)=O